NC(C[C@H]1N(CC[C@@H](C1)NC(=O)OCC1=CC=CC=C1)C(=O)OC(C)(C)C)=O tert-butyl (2S,4S)-2-(2-amino-2-oxoethyl)-4-(((benzyloxy)carbonyl)amino)piperidine-1-carboxylate